NC[C@H]1C(N[C@H](C1)CO)=O (3S,5R)-3-(aminomethyl)-5-(hydroxymethyl)pyrrolidin-2-one